NCCCC(=O)N1CCC(CC1)NC(=O)C1=NC=NN1 N-(1-(4-Aminobutyryl)piperidin-4-yl)-1H-1,2,4-triazole-5-carboxamide